C(C)(=O)NCCCCCC(=O)N1[C@@H](CC(C1)O)CO N-(acetylaminohexanoyl)-4-hydroxyprolinol